1-(3-(4-((3-chloro-2-fluoro-4-(oxetan-3-ylmethoxy)phenyl)amino)quinazolin-6-yl)piperidin-1-yl)prop-2-en-1-one ClC=1C(=C(C=CC1OCC1COC1)NC1=NC=NC2=CC=C(C=C12)C1CN(CCC1)C(C=C)=O)F